C(C1=CC=CC=C1)N1[C@@H](CN(C[C@H](C1)O)C(=O)OC(C)(C)C)CC(C)C tert-Butyl (3R,6S)-4-benzyl-6-hydroxy-3-isobutyl-1,4-diazepane-1-carboxylate